F[C@H]1CN(CC[C@H]1NC1=CC=CC=2N1N=C(C2CC(F)(F)F)C#CCNC(C2=CN=C(C=C2)OC)=O)C N-(3-(7-{[(3S,4R)-3-fluoro-1-methylpiperidin-4-yl]amino}-3-(2,2,2-trifluoroethyl)pyrazolo[1,5-a]pyridin-2-yl)prop-2-yn-1-yl)-6-methoxynicotinamide